ethyl 2-(2-((5-bromo-2-(4-fluorophenyl)benzofuran-3-yl)methoxy)phenyl)acetate BrC=1C=CC2=C(C(=C(O2)C2=CC=C(C=C2)F)COC2=C(C=CC=C2)CC(=O)OCC)C1